ClC=1C(=NC(=NC1)NC1CCC(CC1)(N)C)C=1C=NN(C1CC1CC1)C (1s,4s)-N1-(5-chloro-4-(5-(cyclopropylmethyl)-1-methyl-1H-pyrazol-4-yl)pyrimidin-2-yl)-4-methylcyclohexane-1,4-diamine